CN(CCNC=1C=CC=2C(=NC(=CN2)NCC2=CC=C3C=CNC3=C2)N1)C N6-[2-(dimethylamino)ethyl]-N3-[(1H-indol-6-yl)methyl]pyrido[2,3-b]pyrazine-3,6-diamine